N-ETHYL-2-[(1-FORMYLNAPHTHALEN-2-YL)OXY]ACETAMIDE C(C)NC(COC1=C(C2=CC=CC=C2C=C1)C=O)=O